4-(tert-butyl)-9,10-bis[2-carboxy(4-methyl-4-cyclohexenyl)]carbonyloxyanthracene C(C)(C)(C)C1=CC=CC2=C(C3=CC=CC=C3C(=C12)OC(=O)C1C(CC(=CC1)C)C(=O)O)OC(=O)C1C(CC(=CC1)C)C(=O)O